C(C)(C)(C)C1=NC(=NC(=C1)C(C)(C)C)NC(=O)NS(=O)(=O)C1=NN(C=C1)C(C)C N-((4,6-di-tert-butylpyrimidin-2-yl)carbamoyl)-1-isopropyl-1H-pyrazole-3-sulfonamide